(3R,5R)-3-fluoro-5-(9b-((4-fluorophenyl)sulfonyl)-7-(perfluoropropan-2-yl)-2,3,3a,4,5,9b-hexa-hydro-1H-pyrrolo[3,2-f]Quinoline-3-carbonyl)-1-(2-hydroxy-2-methylpropyl)pyrrolidin-2-one F[C@H]1C(N([C@H](C1)C(=O)N1CCC2(C=3C=CC(=NC3CCC21)C(C(F)(F)F)(C(F)(F)F)F)S(=O)(=O)C2=CC=C(C=C2)F)CC(C)(C)O)=O